5-Bromo-N-isopropyl-2-methylsulfanyl-pyrimidin-4-amine BrC=1C(=NC(=NC1)SC)NC(C)C